CC1(NC(CC(C1)OC(CCCCCCCCCCCCCCCCC)=O)(C)C)C octadecanoic acid 2,2,6,6-tetramethylpiperidin-4-yl ester